C(C1=CC=CC=C1)(=O)NC=1C(C2=CC=CC=C2C(C1)=O)=O 2-benzoylamino-1,4-naphthoquinone